COC1=CC(=NC=C1)C1=NSC(=N1)NC1=NC=C(C=C1)C(F)(F)F 3-(4-methoxypyridin-2-yl)-N-(5-(trifluoromethyl)pyridin-2-yl)-1,2,4-thiadiazol-5-amine